2-(Cyclopropoxyphenyl)-2-((R)-3-(4-(4-methoxy-5,6,7,8-tetrahydro-1,8-naphthyridin-2-yl)butoxy)pyrrolidin-1-yl)acetic acid C1(CC1)OC1=C(C=CC=C1)C(C(=O)O)N1C[C@@H](CC1)OCCCCC1=NC=2NCCCC2C(=C1)OC